C(C)(C)(C)OC(=O)N1C2CN(CC1CC2)C2=NC(=NC1=C(C(=C(C=C21)Cl)C2=NC(=CC(=C2C(F)(F)F)C)N(CC2=CC=C(C=C2)OC)CC2=CC=C(C=C2)OC)F)F tertbutyl-3-[7-[6-[bis[(4-methoxyphenyl)methyl]amino]-4-methyl-3-(trifluoromethyl)-2-pyridyl]-6-chloro-2,8-difluoro-quinazolin-4-yl]-3,8-diazabicyclo[3.2.1]octane-8-carboxylate